C1(CC1)C=1C=CC=2N(C1)C=C(N2)CN2N=NC=1C=NC(=CC12)NCC1=CC=C(C=C1)OC 1-((6-cyclopropylimidazo[1,2-a]pyridin-2-yl)methyl)-N-(4-methoxybenzyl)-1H-[1,2,3]triazolo[4,5-c]pyridin-6-amine